5-amino-N-(1-(4-bromo-2-fluorophenyl)ethyl)-N-methyl-1-((2-(trimethylsilyl)ethoxy)methyl)-6,8-dihydro-1H-furo[3,4-d]pyrrolo[3,2-b]pyridine-2-carboxamide NC1=C2C(=C3C(=N1)C=C(N3COCC[Si](C)(C)C)C(=O)N(C)C(C)C3=C(C=C(C=C3)Br)F)COC2